Isodecyl Salicylate (3,7-dimethyloctan-3-yl salicylate) CC(CC)(CCCC(C)C)OC=1C(C(=O)O)=CC=CC1.C(C=1C(O)=CC=CC1)(=O)OCCCCCCCC(C)C